9-chloro-tetracyclo[6.2.1.13,6.02,7]Dodec-4-ene ClC1C2C3C4C=CC(C3C(C1)C2)C4